FC1=CC=C(C=C1)C(C(=O)N[C@H](C(=O)N[C@H](CCC(=O)OC)C(=O)OC)C(C)(C)C)(C)C Dimethyl ((S)-2-(2-(4-fluorophenyl)-2-methylpropanamido)-3,3-dimethylbutanoyl)-D-glutamate